FC=1C=C(C=CC1NC(C)=O)C1=C(C(=CC(=C1)F)C=1C=NN(C1)C1CCN(CC1)C)O N-(3,5'-Difluoro-2'-hydroxy-3'-(1-(1-methylpiperidin-4-yl)-1H-pyrazol-4-yl)-[1,1'-biphenyl]-4-yl)acetamide